C(C)(=O)NCCCC[C@@H](C(=O)NCCC(=O)OC1=CC=2C=3C=CC=4C(=COC4)C3C=CC2C=C1)NC(=O)OC(C)(C)C phenanthro[1,2-c]furan-8-yl 3-((S)-6-acetamido-2-((tert-butoxycarbonyl) amino)hexanamido)propanoate